1,3,5-tri(4-formylphenyl)-benzene C(=O)C1=CC=C(C=C1)C1=CC(=CC(=C1)C1=CC=C(C=C1)C=O)C1=CC=C(C=C1)C=O